rhodium (rhodocene) [CH-]1C=CC=C1.[CH-]1C=CC=C1.[Rh+2].[Rh]